N-(2,2-difluoroethyl)-5-(5-(1-methyl-1,2,3,6-tetrahydropyridin-4-yl)-1H-pyrrolo[2,3-b]pyridin-3-yl)pyrazolo[1,5-a]pyridine-3-carboxamide FC(CNC(=O)C=1C=NN2C1C=C(C=C2)C2=CNC1=NC=C(C=C12)C=1CCN(CC1)C)F